methyl-formyl-9-propylcarbazolylhydrazino dithioformate C(=S)SN(N(C1=CC=CC=2C3=CC=CC=C3N(C12)CCC)C=O)C